ClC1=C(C=C(C=C1)N1CC(C2=NC(=CC=C21)C(=O)NC(CO)(C)C)(C)C)F 1-(4-chloro-3-fluorophenyl)-N-(1-hydroxy-2-methylpropan-2-yl)-3,3-dimethyl-2,3-dihydro-1H-pyrrolo[3,2-b]pyridine-5-carboxamide